5-bromo-4,7-diazaindole BrC=1N=C2C=CNC2=NC1